4-(3-bromo-4-fluorophenyl)-phenol BrC=1C=C(C=CC1F)C1=CC=C(C=C1)O